C1(C=CC(N1CCCCCCN1C(C=CC1=O)=O)=O)=O 1,6-Bis(maleimido)hexane